(1S,4S)-2-thia-5-azabicyclo[2.2.1]heptane-5-carboxamide [C@@H]12SC[C@@H](N(C1)C(=O)N)C2